[N+](=O)([O-])C=1C=C(CSC=2NC(=NN2)NC(=O)C=2NC(=CC2)\C=C\2/C(NC3=CC=CC=C23)=O)C=CC1 (Z)-N-(5-((3-nitrobenzyl)thio)-4H-1,2,4-triazol-3-yl)-5-((2-oxoindolin-3-ylidene)methyl)-1H-pyrrole-2-carboxamide